N1C[C@H](CC1)NC(OC(C)(C)C)=O t-butyl (S)-pyrrolidin-3-ylcarbamate